1-(2-Aminoethyl)-3-bromo-1H-pyrazole-5-carboxylic acid methyl ester COC(=O)C1=CC(=NN1CCN)Br